N-(6-amino-5-ethyl-3-pyridyl)-2-[(2R,5S)-5-methyl-2-[1-(1H-pyrazol-3-yl)pyrazol-3-yl]-1-piperidyl]-2-oxo-acetamide NC1=C(C=C(C=N1)NC(C(=O)N1[C@H](CC[C@@H](C1)C)C1=NN(C=C1)C1=NNC=C1)=O)CC